C1(O)=CC(O)=CC=C1 Resorcin